2-(4-bromophenyl)-4,4-difluoropiperidine BrC1=CC=C(C=C1)C1NCCC(C1)(F)F